C(=C/CCCC)/C1(CCOCC1)C=1C=C(C=2[C@@H]3[C@@H](C(OC2C1)=C)CCC(=C3)CO)O (6As,10aS)-3-[4-[(Z)-hex-1-enyl]oxan-4-yl]-9-(hydroxymethyl)-6-methylidene-6a,7,8,10a-tetrahydrobenzo[c]chromen-1-ol